C[C@@H]1C[C@@H]([C@@]2([C@@H]([C@@]1(C)[C@@H]3C[C@H]4CCO[C@H]4O3)CC[C@@H]([C@]25CO5)O)COC(=O)C)OC(=O)C The molecule is a diterpenoid isolated from the aerial parts of Ajuga bracteosa. It has a role as a plant metabolite and an antifeedant. It is a furofuran, an acetate ester, a diterpenoid, a spiro-epoxide and a cyclic acetal.